4-((methylsulfonyl)oxy)pyrrolidine-1,2-dicarboxylate CS(=O)(=O)OC1CC(N(C1)C(=O)[O-])C(=O)[O-]